FC(C(=O)O)(F)F.N=1NN=NC1C1CN(C1)CCN1CCN(CC1)C(=O)C1=C(C=C(C=C1)NC=1C=2N(C=CN1)C(=CN2)C2=C(C(=C(OCC#N)C=C2)F)F)Cl 2-(4-(8-((4-(4-(2-(3-(2H-tetrazol-5-yl)azetidin-1-yl)ethyl)piperazine-1-carbonyl)-3-chlorophenyl)amino)imidazo[1,2-a]pyrazin-3-yl)-2,3-difluorophenoxy)acetonitrile trifluoroacetate